COC1=CC=C(CN(C2=NC=C(C(=C2)B2OC(C(O2)(C)C)(C)C)C(F)(F)F)CC2=CC=C(C=C2)OC)C=C1 N,N-bis(4-methoxybenzyl)-4-(4,4,5,5-tetramethyl-1,3,2-dioxaborolan-2-yl)-5-(trifluoromethyl)pyridin-2-amine